OCCN1CCCCC1 N-hydroxyethyl-piperidine